trans-3-{2-[4-[(4-methanesulfonylphenoxy)methyl]-2-methylpyrrolidin-1-yl]ethyl}benzonitrile CS(=O)(=O)C1=CC=C(OC[C@H]2C[C@@H](N(C2)CCC=2C=C(C#N)C=CC2)C)C=C1